BrC1=C(C(C/C(/C(=O)[O-])=C\C(=O)[O-])=CC(=C1)Br)O 3,5-dibromosalicylfumarat